(1R,2S)-2-aminocyclohexan NC1CCCCC1